2-chloro-N,N-dimethyl-4-(piperidin-4-ylamino)benzamide ClC1=C(C(=O)N(C)C)C=CC(=C1)NC1CCNCC1